B(OOCCN)(OC1=CC=CC=C1)OC1=CC=CC=C1 2-aminoethoxy diphenyl borate